C1(CC1)C=C1[C@@H]2[C@H]([C@H]([C@H](C1)C2)C(=O)O)NC(C2=C(C=C(C(=C2)O)F)OC)=O (1S,2S,3R,4R)-5-(cyclopropylmethylene)-3-(4-fluoro-5-hydroxy-2-methoxybenzamido)bicyclo[2.2.1]heptane-2-carboxylic acid